(S)-4-cyano-N-(2-(2-cyano-4,4-difluoropyrrolidin-1-yl)-2-oxoethyl)-3-fluorobenzamide C(#N)C1=C(C=C(C(=O)NCC(=O)N2[C@@H](CC(C2)(F)F)C#N)C=C1)F